N1=C(N)N=C(N)N=C1N.C(C)N1CN(C=C1)C 1-ethyl-3-methylimidazole melamine salt